2,6-dihydroxyphenylketone OC1=C(C(=CC=C1)O)C(=O)C1=C(C=CC=C1O)O